[I-].CN(C1=CC=C(C=CC2=CC=[N+](C=C2)C)C=C1)C 4-(4-(Dimethylamino)styryl)-N-Methylpyridinium Iodide